C(CC)(=O)ON amino propionate